N1C=NC(=C1)COCC1=NC(=CC(=N1)N1CCOCC1)N1N=C(C=C1)C=1C=C(C=CC1)C 4-(2-(((1H-imidazol-4-yl)methoxy)methyl)-6-(3-(m-tolyl)-1H-pyrazol-1-yl)pyrimidin-4-yl)morpholine